4-(1-phenyl-1H-pyrazol-4-yl)-N-propyl-N-(pyrrolidin-3-yl)-1,3-thiazole-2-carboxamide C1(=CC=CC=C1)N1N=CC(=C1)C=1N=C(SC1)C(=O)N(C1CNCC1)CCC